ClC1=CC=C(C=N1)CN1C=CC=C2C1=NC(N(C2=O)C2=CC(=C(C=C2)F)F)=O 8-((6-chloropyridin-3-yl)methyl)-3-(3,4-difluorophenyl)pyrido[2,3-d]pyrimidine-2,4(3h,8h)-dione